ClC=1C=C2C(=NC1)NCC21CC(C1)OC 5'-Chloro-3-methoxy-1',2'-dihydrospiro[cyclobutane-1,3'-pyrrolo[2,3-b]pyridine]